C(C)OC(=O)C1=C(N=C(N1)[C@H]1N(CCC1)C(=O)OC(C)(C)C)C1=CC=C(C=C1)C(=O)OCC (S)-2-(1-(tert-butoxycarbonyl)pyrrolidin-2-yl)-4-(4-(ethoxycarbonyl)phenyl)-1H-imidazole-5-carboxylic acid ethyl ester